5-[3-{3,5-bis(trifluoromethyl)benzoyl}oxazolidin-4-yl]-1H-1,2,4-triazole-1-nicotinonitrile FC(C=1C=C(C(=O)N2COCC2C2=NC=NN2C2=CC=NC=C2C#N)C=C(C1)C(F)(F)F)(F)F